P(=O)(OCC1C2=CC=CC=C2C=2C=CC=CC12)(OCC1C2=CC=CC=C2C=2C=CC=CC12)Cl bis((9H-fluoren-9-yl) methyl) chlorophosphate